Cl.CC(C)OC=1C=C2CCCC(C2=CC1)CN 1-[6-(propan-2-yloxy)-1,2,3,4-tetrahydronaphthalen-1-yl]methanamine, hydrochloride